C12C(CCC3=CC=CC=C13)CCCC(=O)OC(CCC2)=O 1,2,3,4-tetrahydro-1-naphthalenedibutyric anhydride